CC(C(C)NC1=NC(=NC(=N1)NC1=CC=NC=C1)C1=CC=CC=C1)C N2-(3-methylbut-2-yl)-6-phenyl-N4-(pyridin-4-yl)-1,3,5-triazine-2,4-diamine